N1C=NC(=C1)C1=NC=2C(=C3C(=NC2)N(C=C3)S(=O)(=O)C3=CC=CC=C3)N1C1CCC(CC1)CC#N 2-((1r,4r)-4-(2-(1H-imidazol-4-yl)-6-(phenylsulfonyl)imidazo[4,5-d]Pyrrolo[2,3-b]Pyridin-1(6H)-yl)cyclohexyl)acetonitrile